CC1=CC=C(C=C1)C1=CC(=CC=C1)F 4'-methyl-3-fluorobiphenyl